1-(4-(6-chloro-8-fluoro-7-(2-fluoro-6-hydroxyphenyl)-2-((1-isopropyl-azetidin-3-yl)amino)quinazolin-4-yl)piperazin-1-yl)prop-2-en-1-one ClC=1C=C2C(=NC(=NC2=C(C1C1=C(C=CC=C1O)F)F)NC1CN(C1)C(C)C)N1CCN(CC1)C(C=C)=O